C1(CC1)C1CN(C1)C(=O)C1=CC=C(C=C1)C1CC2(CC(C2)(F)F)CCN1CC1=C2C=CNC2=C(C=C1OC)C (3-cyclopropylazetidin-1-yl)(4-(2,2-difluoro-7-((5-methoxy-7-methyl-1H-indol-4-yl)methyl)-7-azaspiro[3.5]nonan-6-yl)phenyl)methanone